1-(bromomethyl)-2,3,5-trifluorobenzene BrCC1=C(C(=CC(=C1)F)F)F